ClC=1C=CC(=C(C1)C=1C(=NN(C(C1)=O)[C@H](C(=O)NC1=CC=C(C(=O)O)C=C1)CC1=CC=CC=C1)OC)C(COC)=O (S)-4-(2-(4-(5-chloro-2-(2-methoxyacetyl)phenyl)-3-methoxy-6-oxopyridazin-1(6H)-yl)-3-phenylpropionamido)benzoic acid